(pentafluorophenyl)ammonium tetrakis(2,4-dimethylphenyl)borate CC1=C(C=CC(=C1)C)[B-](C1=C(C=C(C=C1)C)C)(C1=C(C=C(C=C1)C)C)C1=C(C=C(C=C1)C)C.FC1=C(C(=C(C(=C1[NH3+])F)F)F)F